FC(C1=C(C=O)C=C(C=C1)C(F)(F)F)(F)F 2,5-bis(trifluoromethyl)benzaldehyde